6,7-dichloro-1-ethynyl-3-(1-tetrahydropyran-2-ylpyrazol-4-yl)indole ClC1=CC=C2C(=CN(C2=C1Cl)C#C)C=1C=NN(C1)C1OCCCC1